1-[4-(6-bromo-1-{[2-(trimethylsilyl)ethoxy]methyl}indazol-4-yl)piperazin-1-yl]-2-methylpropan-1-one BrC1=CC(=C2C=NN(C2=C1)COCC[Si](C)(C)C)N1CCN(CC1)C(C(C)C)=O